myristoyl-sn-glycero-3-phosphorylethanolamine C(CCCCCCCCCCCCC)(=O)C(OP(OC[C@@H](CO)O)(=O)O)CN